N-[(2S,3R)-2-[(2',3'-difluoro[1,1'-biphenyl]-3-yl)methyl]-4,4-difluoro-1-(oxetane-2-carbonyl)pyrrolidin-3-yl]-ethanesulfonamide FC1=C(C=CC=C1F)C1=CC(=CC=C1)C[C@@H]1N(CC([C@@H]1NS(=O)(=O)CC)(F)F)C(=O)C1OCC1